(R)-5-(2,3-Dihydrobenzofuran-6-yl)-3-methyl-N-phenylpentanamide O1CCC2=C1C=C(C=C2)CC[C@H](CC(=O)NC2=CC=CC=C2)C